N-(4-pyridinyl)-dimethylamine N1=CC=C(C=C1)N(C)C